(E)-3-(3-(5-(3-(5-(2-(3-(3-Ethoxy-3-oxoprop-1-en-1-yl)phenyl)-1-hydroxypropan-2-yl)-1H-imidazol-2-yl)-4-fluorophenoxy)-6-fluoro-1H-indol-4-yl)propoxy)propanoic acid C(C)OC(/C=C/C=1C=C(C=CC1)C(CO)(C)C1=CN=C(N1)C=1C=C(OC=2C(=C3C=CNC3=CC2F)CCCOCCC(=O)O)C=CC1F)=O